C(#N)C1=CC(=C(C=C1)NS(=O)(=O)C1=CNC2=C3C(=CC=C12)CCC3)F N-(4-cyano-2-fluorophenyl)-1,6,7,8-tetrahydrocyclopenta[g]indole-3-sulfonamide